ClC1=C(C=C(N=N1)N1CCC2C1CNCC2)C 1-(6-chloro-5-methyl-pyridazin-3-yl)-2,3,3a,4,5,6,7,7a-octahydropyrrolo[2,3-c]pyridine